FC1=NN2C(C=C(C=C2)CO)=C1 (2-fluoropyrazolo[1,5-a]pyridin-5-yl)methanol